1,1'-Bisdiphenylphosphinoferrocene C1(=CC=CC=C1)P([C-]1C=CC=C1)C1=CC=CC=C1.[C-]1(C=CC=C1)P(C1=CC=CC=C1)C1=CC=CC=C1.[Fe+2]